C(C)S(=O)(=O)C=1C=C(C=CC1)B1OC(C(O1)(C)C)(C)C 2-(3-ethylsulfonylphenyl)-4,4,5,5-tetramethyl-1,3,2-dioxaborolane